(R)-N-(1-(7,8-difluoro-1-oxo-1,2-dihydroisoquinolin-4-yl)ethyl)-3-fluoro-N-isobutyl-4-(trifluoromethyl)benzamide FC1=CC=C2C(=CNC(C2=C1F)=O)[C@@H](C)N(C(C1=CC(=C(C=C1)C(F)(F)F)F)=O)CC(C)C